P(OC(CCCCCC)C)(OC(CCCCCC)C)=O.[Co+2] cobalt (II) 1-methylheptyl (1-methylheptyl) phosphonate